O=C1C2=C(C(C=3C=CN=CC13)=O)SC(=N2)C(=O)NC2=CC=CC=C2 4,9-dioxo-N-phenyl-4,9-dihydrothiazolo[5,4-g]isoquinoline-2-carboxamide